7-fluoro-N-(7-(3-(4-methylpiperazin-1-yl)prop-1-yn-1-yl)-5-((tetrahydro-2H-pyran-4-yl)oxy)quinazolin-4-yl)benzo[d]thiazol-6-amine FC1=C(C=CC=2N=CSC21)NC2=NC=NC1=CC(=CC(=C21)OC2CCOCC2)C#CCN2CCN(CC2)C